CN1N=NC2=C1C=CC(=C2C)C(C(C(=O)OC)(C)C)C2=CC(=C(C=C2)C)C=O methyl 3-(1,4-dimethyl-1H-benzo[d][1,2,3]triazol-5-yl)-3-(3-formyl-4-methylphenyl)-2,2-dimethylpropanoate